TERT-BUTYL (5-(8-AMINOIMIDAZO[1,2-A]PYRIDIN-5-YL)-7-(PYRIDIN-4-YL)-7H-PYRROLO[2,3-D]PYRIMIDIN-4-YL)(TERT-BUTOXYCARBONYL)CARBAMATE NC=1C=2N(C(=CC1)C1=CN(C=3N=CN=C(C31)N(C(OC(C)(C)C)=O)C(=O)OC(C)(C)C)C3=CC=NC=C3)C=CN2